C(CCCCCCCC)(=O)OCC(COC(CCCCCCCC)=O)CC(=O)OCCC(CCOC(CC(COC(CCCCCCCC)=O)COC(CCCCCCCC)=O)=O)NC(CCN(C)C)=O (((3-(3-(Dimethylamino)propanamido)pentane-1,5-diyl)bis(oxy))bis(2-oxoethane-2,1-diyl))bis(propane-2,1,3-triyl) tetranonanoate